ClC=1C=C(C=NC1)C1N(C(C12CCCC2)=O)CC2CCN(CC2)C2=CC(=C(C(=O)O)C=C2)OC=2C=C1C(=NC2)NC=C1 4-(4-{[1-(5-chloropyridin-3-yl)-3-oxo-2-azaspiro[3.4]oct-2-yl]methyl}piperidin-1-yl)-2-(1H-pyrrolo[2,3-b]pyridin-5-yloxy)benzoic acid